N-oleylbehenic acid amide C(CCCCCCC\C=C/CCCCCCCC)NC(CCCCCCCCCCCCCCCCCCCCC)=O